C(#N)C=1C(=NNC1SCC1=CC=C(C=C1)C(N)=N)C1CN(CC1)C(C(C)(C)C)=O 4-[({4-cyano-3-[1-(2,2-dimethylpropanoyl)pyrrolidin-3-yl]-1H-pyrazol-5-yl}sulfanyl)methyl]benzene-1-carboximidamide